C(C)C1(COC1)COCCCCCCCCCCCC 3-ethyl-3-(dodecyloxymethyl)oxetane